C(C)(C)(C)OC(=O)C1(CCC1)OC(F)(F)F 3-cis-(trifluoromethoxy)cyclobutanecarboxylic acid tert-butyl ester